tert-butyl 4-[4-[[6-(2,6-dichlorophenyl)-8-isopropenyl-5-oxo-pyrido[4,3-d]pyrimidin-2-yl]amino]pyrazol-1-yl]piperidine-1-carboxylate ClC1=C(C(=CC=C1)Cl)N1C(C2=C(N=C(N=C2)NC=2C=NN(C2)C2CCN(CC2)C(=O)OC(C)(C)C)C(=C1)C(=C)C)=O